FC1=CC=C(C=C1)[C@H](CNC1=CC(=NC=2N1N=C(C2)C(F)(F)F)C(F)(F)F)N2CC(C2)NC=2N=NN(C2)C (R)-N-(2-(4-Fluorophenyl)-2-(3-((1-methyl-1H-1,2,3-triazol-4-yl)amino)azetidin-1-yl)ethyl)-2,5-bis(trifluoromethyl)pyrazolo[1,5-a]pyrimidin-7-amine